COC(=O)C=1CC=2C(=NC1)C=CN2 Pyrrolo[3,2-b]Pyridine-6-carboxylic acid methyl ester